1,3,8-naphthalene-triol C1(=CC(=CC2=CC=CC(=C12)O)O)O